COC1=CC=C(C=C1)[C@H]1N(CC[C@@H]1CNS(=O)(=O)C1=CC=C(C=C1)OC(F)(F)F)C N-(((2S,3R)-2-(4-methoxyphenyl)-1-methylpyrrolidin-3-yl)methyl)-4-(trifluoromethoxy)benzenesulfonamide